6-N-[(1-aminocyclopentyl)methyl]-1-methyl-4-N-phenylpyrazolo[3,4-d]pyrimidine-4,6-diamine NC1(CCCC1)CNC1=NC(=C2C(=N1)N(N=C2)C)NC2=CC=CC=C2